N-(2,2-difluoroethyl)-6-(6-(difluoromethoxy)-1H-pyrrolo[2,3-b]pyridin-3-yl)imidazo[1,2-a]pyridine-3-carboxamide FC(CNC(=O)C1=CN=C2N1C=C(C=C2)C2=CNC1=NC(=CC=C12)OC(F)F)F